4-((((4-bromo-2,5-dimethoxyphenethyl)carbamoyl)oxy)methoxy)-4-oxobutanoic acid BrC1=CC(=C(CCNC(=O)OCOC(CCC(=O)O)=O)C=C1OC)OC